Cl.NCCCCCCC(=O)OC 7-aminoheptanoic acid, methyl ester, hydrochloride